FC1=CC=C(C=C1)[C@@H]1N(C[C@H](N(C1)C(C(C)C)=O)C)C(=O)OC(C)(C)C tert-butyl (2S,5R)-2-(4-fluorophenyl)-5-methyl-4-(2-methylpropanoyl)piperazine-1-carboxylate